PHOSPHOROTRITHIOATE P([O-])(=S)([S-])[S-]